C(C)OC([C@H](CC(C)C)NC([C@H](CCC1=NC2=C(N1C)C=CC(=C2)N(CCCl)CCCl)NC)=O)=O.OC2=CC=C(C=C2)C(C)(C)C2=CC=C(C=C2)O 2,2-bis(4-hydroxyphenyl)propane Ethyl-(2S)-2-[[(2S)-4-[5-[bis(2-chloroethyl)amino]-1-methyl-benzimidazol-2-yl]-2-(methylamino)butanoyl]amino]-4-methyl-pentanoate